oxybis-2-propanol O(CC(C)O)CC(C)O